ClC=1C=CC2=C(N=C(O2)C2CC3(CC(C3)NC(CC3CCN(CC3)S(=O)(=O)C3=CC=C(C=C3)C)=O)C2)C1 N-[6-(5-chloro-1,3-benzoxazol-2-yl)spiro[3.3]heptan-2-yl]-2-[1-(p-tolylsulfonyl)-4-piperidyl]acetamide